1-(4-((4-((4-((2-((3R,4S)-3,4-dimethoxypyrrolidin-1-yl)pyridin-4-yl)oxy)-2-fluorophenyl)amino)-7-methoxyquinazolin-6-yl)oxy)piperidin-1-yl)prop-2-en-1-one CO[C@@H]1CN(C[C@@H]1OC)C1=NC=CC(=C1)OC1=CC(=C(C=C1)NC1=NC=NC2=CC(=C(C=C12)OC1CCN(CC1)C(C=C)=O)OC)F